tert-Butyl 4-(naphthalen-2-yloxy)piperidine-1-carboxylate C1=C(C=CC2=CC=CC=C12)OC1CCN(CC1)C(=O)OC(C)(C)C